phenyl 7-(2-(2-chlorophenyl) acetamido)-5-sulfamoyl-3,4-dihydroisoquinoline-2(1H)-carboxylate ClC1=C(C=CC=C1)CC(=O)NC1=CC(=C2CCN(CC2=C1)C(=O)OC1=CC=CC=C1)S(N)(=O)=O